(6R)-17-amino-12-[(2,3-difluoro-4-methoxy-phenyl)methyl]-6-hydroxy-6,15-bis(trifluoromethyl)-19-oxa-3,4,12,18-tetrazatricyclo[12.3.1.12,5]nonadeca-1(18),2,4,14,16-pentaen-13-one NC1=CC(=C2C(N(CCCCC[C@@](C3=NN=C(C1=N2)O3)(C(F)(F)F)O)CC3=C(C(=C(C=C3)OC)F)F)=O)C(F)(F)F